1-methoxymethyl-4-(1-methylvinyl)cyclohexene COCC1=CCC(CC1)C(=C)C